ClC=1C=C(C=C(C1)Cl)C1=NC=CC=C1N 2-(3,5-dichlorophenyl)pyridin-3-amine